(5R)-N-[(3S)-9-fluoro-2-oxo-5-phenyl-1,3-dihydro-1,4-benzodiazepin-3-yl]-2-(2-fluorophenyl)-5-methyl-6,7-dihydro-5H-pyrazolo[5,1-b][1,3]oxazine-3-carboxamide FC1=CC=CC=2C(=N[C@@H](C(NC21)=O)NC(=O)C=2C(=NN1C2O[C@@H](CC1)C)C1=C(C=CC=C1)F)C1=CC=CC=C1